tert-butyl ((1r,3r)-3-(4-(2,2-difluorocyclopropyl)phenoxy)cyclobutyl)carbamate FC1([C@H](C1)C1=CC=C(OC2CC(C2)NC(OC(C)(C)C)=O)C=C1)F